S(=O)(=O)(O)C(F)(F)C(F)(F)C(F)(F)C(F)(F)F nonaflic acid